Benzyl [trans-3-(hydrazinocarbonyl)cyclobutyl]carbamate N(N)C(=O)[C@@H]1C[C@H](C1)NC(OCC1=CC=CC=C1)=O